3-benzyl-1-(m-tolylcarbamoyl)-5,6-dihydroimidazo[1,5-a]Pyrazine-7(8H)-carboxylic acid tert-butyl ester C(C)(C)(C)OC(=O)N1CC=2N(CC1)C(=NC2C(NC=2C=C(C=CC2)C)=O)CC2=CC=CC=C2